ClC=1C2=C(N=C(N1)C)C=NC(=N2)OCCOC 4-Chloro-6-(2-methoxyethoxy)-2-methylpyrimido[5,4-d]pyrimidine